ClC=1C=C2C(=NNC2=CC1)C 5-chloro-3-methyl-1H-indazole